(e)-1-(4-Ethoxy-2-hydroxyphenyl)-3-(9-ethyl-9h-carbazol-3-yl)prop-2-en-1-one C(C)OC1=CC(=C(C=C1)C(\C=C\C=1C=CC=2N(C3=CC=CC=C3C2C1)CC)=O)O